C1(CC1)C1=C(C(=NO1)C1=C(C=NC=C1Cl)Cl)C=C1CC2(C1)CCN(CC2)C=2C=C1C(=CC(=NC1=CC2)C(=O)O)OC(C)C 6-(2-((5-cyclopropyl-3-(3,5-dichloropyridin-4-yl)isoxazol-4-yl)methylene)-7-azaspiro[3.5]non-7-yl)-4-isopropoxyquinoline-2-carboxylic acid